1-(5-((3-cyano-4-isopropoxybenzyl)oxy)-2,3-dihydro-1H-inden-1-yl)azetidine-3-carboxylic acid C(#N)C=1C=C(COC=2C=C3CCC(C3=CC2)N2CC(C2)C(=O)O)C=CC1OC(C)C